N-[3-[3-(4-hydroxy-3-methoxy-phenyl)imidazo[1,2-b]pyridazin-6-yl]phenyl]acetamide OC1=C(C=C(C=C1)C1=CN=C2N1N=C(C=C2)C=2C=C(C=CC2)NC(C)=O)OC